The molecule is a dipeptide obtained by formal condensation of the carboxy group of N-acetyl-L-methionine with the amino group of L-tryptophan. It is an acetamide and a dipeptide. CC(=O)N[C@@H](CCSC)C(=O)N[C@@H](CC1=CNC2=CC=CC=C21)C(=O)O